hydroxy-6-methyl-benzamide OC1=C(C(=O)N)C(=CC=C1)C